(4-((5-chloro-4-(1-isopropyl-1H-pyrazol-4-yl)pyrimidin-2-yl)amino)-3-(difluoromethoxy)phenyl)(morpholino)methanone ClC=1C(=NC(=NC1)NC1=C(C=C(C=C1)C(=O)N1CCOCC1)OC(F)F)C=1C=NN(C1)C(C)C